ClC1=CC(=C2C(=N1)N(C=C2)C)N2CCCC2 6-chloro-1-methyl-4-(pyrrolidin-1-yl)-1H-pyrrolo[2,3-b]pyridine